deca-6,9-diene-2,8-dione CC(CCCC=CC(C=C)=O)=O